FC1=CC=C(C(=N1)C#N)C=1C=C2N=C(C=NC2=CC1)NC 6-fluoro-3-(3-(methylamino)quinoxalin-6-yl)picolinonitrile